5-chloro-2-fluoro-4-((2-(tetrahydro-2H-pyran-3-yl)ethyl)amino)-N-(thiazol-2-yl)benzenesulfonamide ClC=1C(=CC(=C(C1)S(=O)(=O)NC=1SC=CN1)F)NCCC1COCCC1